C([C@H](O)[C@@H](O)C(=O)O)(=O)O.FC=1C=CC=C2CCO[C@H](C12)CNC (R)-1-(8-fluoroisochroman-1-yl)-N-methylmethanamine L-tartaric acid salt